6-bromo-4-methyl-2H-benzo[b][1,4]oxazin-3(4H)-one BrC1=CC2=C(OCC(N2C)=O)C=C1